3-(6-(4-((4-(2-(4-cyclopropyl-1H-imidazol-1-yl)pyrimidin-4-yl)piperazin-1-yl)methyl)benzyl)-2-oxobenzo[cd]indol-1(2H)-yl)piperidine-2,6-dione C1(CC1)C=1N=CN(C1)C1=NC=CC(=N1)N1CCN(CC1)CC1=CC=C(CC=2C=3C4=C(C(N(C4=CC2)C2C(NC(CC2)=O)=O)=O)C=CC3)C=C1